CC=1C=NN(C1)C1CC2(CN(C2)C(=O)C=2C=NC(=C(C2)C)OCC2(CC2)C(F)(F)F)C1 [6-(4-methylpyrazol-1-yl)-2-azaspiro[3.3]heptan-2-yl]-[5-methyl-6-[[1-(trifluoromethyl)cyclopropyl]methoxy]-3-pyridinyl]methanone